O=C1NC(CCC1N1C(C2=CC=CC(=C2C1=O)NCCCC1N(CCCC1)C(=O)N)=O)=O (3-((2-(2,6-dioxopiperidin-3-yl)-1,3-dioxoisoindolin-4-yl)amino)propyl)piperidine-1-carboxamide